4-(6-aminopyridin-2-yl)piperidine-1-carboxylate NC1=CC=CC(=N1)C1CCN(CC1)C(=O)[O-]